5-(((5-fluoro-2,3-dihydrobenzofuran-4-yl)methyl)amino)-8-(pyridazin-3-yl)imidazo[1,2-c]pyrimidine-2-carbonitrile FC=1C=CC2=C(CCO2)C1CNC1=NC=C(C=2N1C=C(N2)C#N)C=2N=NC=CC2